NCCC(C)=S azapentan-4-thione